[B].C(C=C)[Si] allyl-silicon boron